C(C)(C)(C)OC(=O)NCC(=O)N[C@@H](CC(=O)OC)C1=CC(=CC(=C1)C(F)(F)F)Br methyl (S)-3-(2-((tert-butoxycarbonyl)amino)acetamido)-3-(3-bromo-5-(trifluoromethyl)phenyl)propanoate